FC1=CC=C(C=C1)C(C(=O)N)=C 4-fluorophenyl-acrylamide